6-(3-carboxy-2,5-dihydroxybenzoylamino)pyridine-2,5-dicarboxylic acid C(=O)(O)C=1C(=C(C(=O)NC2=C(C=CC(=N2)C(=O)O)C(=O)O)C=C(C1)O)O